BrC1=CC(=C(OC2=NC=C(C(=C2)S(=O)(=O)N(C)CC2=CC=C(C=C2)OC)OCC2=CC=C(C=C2)OC)C(=C1)Cl)Cl 2-(4-bromo-2,6-dichloro-phenoxy)-5-[(4-methoxyphenyl)methoxy]-N-[(4-methoxyphenyl)methyl]-N-methyl-pyridine-4-sulfonamide